FC1(C[C@H](N(C[C@@H]1C)C(C(=O)NC=1C=C(C(=NC1)OC)C(=O)N)=O)C=1C=NC(=CC1)C)F |r| rac-5-[[2-[(2S,5S)-4,4-Difluoro-5-methyl-2-(6-methyl-3-pyridyl)-1-piperidyl]-2-oxo-acetyl]amino]-2-methoxy-pyridine-3-carboxamide